C(CC#C)C1(N=N1)C=CC(=O)NCCOC1=CC=C(C=C1)CCC1=NC2=C(N1CCN1CCOCC1)C=CC(=C2)C=2C(=NOC2C)C 3-(3-(but-3-yn-1-yl)-3H-diazirin-3-yl)-N-(2-(4-(2-(5-(3,5-dimethylisoxazol-4-yl)-1-(2-morpholinoethyl)-1H-benzo[d]imidazol-2-yl)ethyl)phenoxy)ethyl)propenamide